COC(=O)C1(CCOCC1)CCCCl 4-(3-chloropropyl)tetrahydro-2H-pyran-4-carboxylic acid methyl ester